8-(2-amino-6-((R)-2,2,2-trifluoro-1-(4-methoxy-2-(3-methyl-1H-pyrazol-1-yl)phenyl)ethoxy)pyrimidin-4-yl)-2,8-diazaspiro[4.5]decane-3-carboxylic acid NC1=NC(=CC(=N1)N1CCC2(CC(NC2)C(=O)O)CC1)O[C@@H](C(F)(F)F)C1=C(C=C(C=C1)OC)N1N=C(C=C1)C